ClC1=NC=C(C(=O)OC)C(=C1)NCC(CO)(C)C Methyl 6-chloro-4-((3-hydroxy-2,2-dimethylpropyl)amino)nicotinate